7-Bromo-5,8-difluoro-2-(((2R,7aS)-2-fluorotetrahydro-1H-pyrrolizin-7a(5H)-yl)methoxy)-3-((2-(trimethylsilyl)ethoxy)methyl)quinazolin-4(3H)-one BrC1=CC(=C2C(N(C(=NC2=C1F)OC[C@]12CCCN2C[C@@H](C1)F)COCC[Si](C)(C)C)=O)F